C(C)(C)(C)OC(=O)N[C@@H](C(C)C)C(=O)N[C@H](CCC(=O)OCC1=CC=CC=C1)C(=O)OCC 5-benzyl 1-ethyl (tert-butoxycarbonyl)-L-valyl-D-glutamate